ClC1=C(C=NC=C1Cl)N 4,5-dichloropyridin-3-amine